NC1=CC(=C(C(=N1)[C@H]1[C@@H](CC=2C(=NC(=NC2C1)OC[C@H]1N(CCC1)C)N1CCN(CC1)C(C=C)=O)C)C(F)(F)F)C 1-(4-((6R,7R)-7-(6-amino-4-methyl-3-(trifluoromethyl)pyridin-2-yl)-6-methyl-2-(((S)-1-methylpyrrolidin-2-yl)methoxy)-5,6,7,8-tetrahydroquinazolin-4-yl)piperazin-1-yl)prop-2-en-1-one